CN(C=1SC(=C(N1)C1=NC(=CC=C1)C)OC1=CC(=NC=C1)NC1=NC=C(C(=O)O)C=C1)C 6-((4-((2-(Dimethylamino)-4-(6-methylpyridin-2-yl)thiazol-5-yl)oxy)pyridin-2-yl)amino)nicotinic acid